7-((1-(2-(methylamino)propyl)piperidin-4-yl)methyl)-2-(((S)-pent-2-yl)oxy)imidazo[2,1-f][1,2,4]triazin-4-amine CNC(CN1CCC(CC1)CC1=CN=C2C(=NC(=NN21)O[C@@H](C)CCC)N)C